C(C=C)(=O)N1CC(C1)OC=1C=C2C(=NC=NC2=CC1OC)NC=1C=C(C=CC1OC)C1=CC(=CC=C1)C#N 3'-((6-((1-Acryloylazetidin-3-yl)oxy)-7-methoxyquinazolin-4-yl)amino)-4'-methoxy-[1,1'-Biphenyl]-3-carbonitrile